[Si](C)(C)(C(C)(C)C)OC[C@H]1CN(CCN1C1CCNCC1)C=1C(=C(C=C(C1)C#N)NC1=NC=2N(C(=N1)NC1CC1)N=CC2C#N)Cl (R)-2-((3-(3-(((tert-butyldimethylsilyl)oxy)methyl)-4-(piperidin-4-yl)piperazin-1-yl)-2-chloro-5-cyanophenyl)amino)-4-(cyclopropylamino)pyrazolo[1,5-a][1,3,5]triazine-8-carbonitrile